1-cyclopropyl-1-(6-(7,8-dimethyl-[1,2,4]triazolo[4,3-b]pyridazin-6-yl)-5,6,7,8-tetrahydro-1,6-naphthyridin-3-yl)ethan-1-ol C1(CC1)C(C)(O)C=1C=NC=2CCN(CC2C1)C=1C(=C(C=2N(N1)C=NN2)C)C